COC(C(=COC)C1=C(C=CC=C1)CSC(=NC1=CC=C(C=C1)OC)C1CC1)=O 3-methoxy-2-(2-(N-(4-methoxy-phenyl)-cyclopropane-carboximidoylsulfanylmethyl)-phenyl)-acrylic acid methyl ester